5,5'-METHYLENEBIS(3,4-DIMETHYL-1H-PYRROLE-2-CARBALDEHYDE) C(C1=C(C(=C(N1)C=O)C)C)C1=C(C(=C(N1)C=O)C)C